FC(CN(C(=O)C1=C(C=CC(=C1)F)C1=C2C=NN(C2=CC(=C1)CC1CN(CC1)C(=O)OC(C)(C)C)C)C(C)C)F Tert-butyl 3-[(4-{2-[(2,2-difluoroethyl)(isopropyl)carbamoyl]-4-fluorophenyl}-1-methyl-1H-indazol-6-yl)methyl]pyrrolidine-1-carboxylate